3-bromo-1-(methoxymethyl)-5-(4-((tetrahydro-2H-pyran-2-yl)oxy)-1-(2,3,4-trifluorophenoxy)butyl)-1H-1,2,4-triazole BrC1=NN(C(=N1)C(CCCOC1OCCCC1)OC1=C(C(=C(C=C1)F)F)F)COC